CC1CCC(NC1)C1=CC2=CC=CC=C2C=C1 5-methyl-2-(Naphthalen-2-yl)piperidine